[N+](=O)([O-])C1=CC=C(C=C1)N1[13C](CCC1)=O N-(4-nitrophenyl)pyrrolidin-2-one-13C